N-(3-((9-ethyl-9H-carbazol-3-yl)methylamino)propyl)-dimethylaminosulphonamide C(C)N1C2=CC=CC=C2C=2C=C(C=CC12)CNCCCNS(=O)(=O)N(C)C